ClC1=NC=C(C(=N1)N1C=C(C2=CC(=CC=C12)[N+](=O)[O-])C)C 1-(2-chloro-5-methyl-pyrimidin-4-yl)-3-methyl-5-nitro-indole